4-terpineol CC1=CCC(C(C)C)(O)CC1